sodium fluorooxalate phosphate salt P(=O)([O-])(O)O.C(C(=O)O)(=O)F.[Na+]